2-[3-acetyl-6-[6-(6-methylpyridazin-3-yl)oxypyrazolo[1,5-a]pyridin-3-yl]pyridin-2-yl]-5-chloropyrazole-3-carbonitrile C(C)(=O)C=1C(=NC(=CC1)C=1C=NN2C1C=CC(=C2)OC=2N=NC(=CC2)C)N2N=C(C=C2C#N)Cl